[Br-].[Br-].C1=CC=CC=2OC3=CC=CC=C3CC12 xanthene dibromide